(S)-2-[2-(1,1-difluoropropyl)-4-tolyloxy]propionic acid FC(CC)(F)C1=C(C=CC(=C1)O[C@H](C(=O)O)C)C